4-(3-methanesulfonylphenyl)-2-(morpholin-4-yl)-8-[2-(tetrahydropyran-2-yl)-2H-pyrazol-3-yl]-[1,7]Naphthyridine CS(=O)(=O)C=1C=C(C=CC1)C1=CC(=NC2=C(N=CC=C12)C=1N(N=CC1)C1OCCCC1)N1CCOCC1